5-(Azetidin-1-yl)-4-((2S,5R)-2,5-dimethylpiperazin-1-yl)-7-(3-fluorophenyl)-7H-pyrrolo[2,3-d]pyrimidine N1(CCC1)C1=CN(C=2N=CN=C(C21)N2[C@H](CN[C@@H](C2)C)C)C2=CC(=CC=C2)F